(tert-butoxycarbonyl(1-methylallyl)amino)-4-oxo-5-[(2,4,6-trifluorophenyl)methylcarbamoyl]pyridine-2-carboxylate C(C)(C)(C)OC(=O)N(C(C=C)C)C1C(=NC=C(C1=O)C(NCC1=C(C=C(C=C1F)F)F)=O)C(=O)[O-]